N[C@@H]1CN(CC[C@H]1F)C1=NC2=C(N1CC1=CC=C(C=N1)C#N)C=C(C(=C2)Cl)C 6-((2-((3R,4R)-3-Amino-4-fluoro-1-piperidinyl)-5-chloro-6-methyl-1H-benzimidazol-1-yl)methyl)-3-pyridincarbonitril